O=C1NC(CCC1C1=NN(C2=CC(=CC=C12)[C@@H]1C[C@H](N(CC1)CC1CCN(CC1)C(=O)OC(C)(C)C)C)C)=O tert-butyl 4-[[(2R,4S)-4-[3-(2,6-dioxo-3-piperidyl)-1-methyl-indazol-6-yl]-2-methyl-1-piperidyl]methyl]piperidine-1-carboxylate